6-chloro-N-[5-(7-fluoro-5-methoxy-1H-benzimidazol-2-yl)-1-[(4-methoxy-phenyl)methyl]pyrazol-3-yl]pyridine-3-carboxamide ClC1=CC=C(C=N1)C(=O)NC1=NN(C(=C1)C1=NC2=C(N1)C(=CC(=C2)OC)F)CC2=CC=C(C=C2)OC